2-chloro-4-methylbenzene ClC1=CC=CC(=C1)C